C1C(C(C2=CC=CC=C21)(C3=CC=CC=C3)N)N diaminophenylindane